5-chloro-2H-benzotriazole ClC1=CC=2C(=NNN2)C=C1